(R)-N-(5-Cyano-4-((1-methoxypropan-2-yl)oxy)pyridin-2-yl)-7-formyl-6-((5-carbonyl-6-oxa-4-azaspiro[2.4]heptan-4-yl)methyl)-3,4-dihydro-1,8-naphthyridin-1(2H)-carboxamide C(#N)C=1C(=CC(=NC1)NC(=O)N1CCCC2=CC(=C(N=C12)C=O)CN1C2(CC2)COC1=C=O)O[C@@H](COC)C